C12(CC3CC(CC(C1)C3)C2)C=2C(=C(C=C(C2)CCCCCCCC)B2OC(C(O2)(C)C)(C)C)OCOC 2-(3-(adamantan-1-yl)-2-(methoxymethoxy)-5-octylphenyl)-4,4,5,5-tetramethyl-1,3,2-dioxaborolane